tert-Butyl (R)-3-(acetoxymethyl)-4-(4-methyl-5-(trifluoromethyl)pyridin-2-yl)piperazine-1-carboxylate C(C)(=O)OC[C@H]1CN(CCN1C1=NC=C(C(=C1)C)C(F)(F)F)C(=O)OC(C)(C)C